2-Fluoro-4-hydrazino-benzonitrile FC1=C(C#N)C=CC(=C1)NN